2-((1r,4r)-4-ethoxycyclohexylamino)-4-(3-methylbicyclo[1.1.1]pentan-1-ylamino)pyrimidine-5-carboxamide C(C)OC1CCC(CC1)NC1=NC=C(C(=N1)NC12CC(C1)(C2)C)C(=O)N